(8s,9s)-5-fluoro-8-(4-fluorophenyl)-9-(2-methyl-4-oxo-1,3-diazaspiro-[4.4]non-1-en-3-yl)-8,9-dihydro-2H-pyrido[4,3,2-de]phthalazin-3(7H)-one FC=1C=C2C=3C(=NNC(C3C1)=O)[C@H]([C@@H](N2)C2=CC=C(C=C2)F)N2C(=NC1(C2=O)CCCC1)C